N-[4-(3-methoxy-2,6-dimethylphenyl)-[1,2,4]triazolo[1,5-a]1,6-naphthyridin-8-yl]cyclobutanecarboxamide COC=1C(=C(C(=CC1)C)C=1C=2N(C3=CC(=NC=C3C1)NC(=O)C1CCC1)N=CN2)C